6-(2-morpholinopyrimidin-4-yl)pyrazine-2-carboxamide O1CCN(CC1)C1=NC=CC(=N1)C1=CN=CC(=N1)C(=O)N